ClC1=CC=C(C(=N1)C(=O)O)N[C@H](C)C1=C2N=C(C(=NC2=CC(=C1)C)C#N)N1C[C@@H](OCC1)C(F)(F)F 6-chloro-3-(((R)-1-(2-cyano-7-methyl-3-((R)-2-(trifluoromethyl)morpholino)quinoxalin-5-yl)ethyl)amino)picolinic acid